BrC1=NC=2C=C(C=CC2C2=C1COC2)CN(C(=O)C=2C=NC(=NC2)C(F)(F)F)C2=CC=CC=1C(CCS(C12)(=O)=O)(F)F N-({4-bromo-1H,3H-furo[3,4-c]quinolin-7-yl}methyl)-N-(4,4-difluoro-1,1-dioxo-3,4-di-hydro-2H-1λ6-benzothiopyran-8-yl)-2-(trifluoromethyl)pyrimidine-5-carboxamide